Acrylamido-2-Methyl-PropaneSulfonic Acid Sodium salt [Na+].C(C=C)(=O)NC(C(C)C)S(=O)(=O)[O-]